ClC=1C=C(C=C(C1)NS(=O)(=O)C)NC(C1=CC(=CC=C1)N1N=C(C=C1)CO)=O N-(3-chloro-5-(methylsulfonamido)phenyl)-3-(3-(hydroxymethyl)-1H-pyrazol-1-yl)benzamide